C(C)OC(=C)C=1C=C2C(=CC1)C(N(CC21CC1)CC(=O)OC)=O Methyl 2-(6-(1-ethoxyvinyl)-1-oxo-spiro[3H-isoquinoline-4,1'-cyclopropane]-2-yl)acetate